S(C)(=O)(=O)OCCCC(C(F)(F)F)(F)F 4,4,5,5,5-pentafluoropentanol mesylate